tert-Butyl 4-[(1S)-1-{3-chloro-5-(methoxycarbonyl)-2-[(propan-2-yl)oxy]anilino}ethyl]piperidine-1-carboxylate ClC=1C(=C(N[C@@H](C)C2CCN(CC2)C(=O)OC(C)(C)C)C=C(C1)C(=O)OC)OC(C)C